C(C)(C)(C)OC(=O)N1C[C@H](CCC1)NC1=NC=C(C(=N1)C1=CN(C2=C(C(=CC=C12)C#N)Br)COCC[Si](C)(C)C)C(F)(F)F (S)-3-((4-(7-bromo-6-cyano-1-((2-(trimethylsilyl)ethoxy)methyl)-1H-indol-3-yl)-5-(trifluoromethyl)pyrimidin-2-yl)amino)piperidine-1-carboxylic acid tert-butyl ester